C(C(\C=C\CCCCCCCCCCCCC)C(=O)O)C(=O)O trans-3-heptadecene-1,2-dicarboxylic acid